4-(azepan-1-yl)-8-fluoro-7-(indolin-1-yl)-2-((tetra-hydro-1H-pyrrolizin-7a(5H)-yl)methoxy)quinazoline N1(CCCCCC1)C1=NC(=NC2=C(C(=CC=C12)N1CCC2=CC=CC=C12)F)OCC12CCCN2CCC1